methyl (2-hexyloxy) ethyl phosphate P(=O)(OC)(OOC(C)CCCC)OCC